CCCC(CC1=CC(=C(C(=C1)O)[C@@H]2C=C(CC[C@H]2C(=C)C)C)O)O The molecule is a hydroxy-cannabidiol that is cannabidiol in which one of the two hydrogens at position 2 of the pentyl chain has been replaced by a hydroxy group. It is a metabolite of cannabidiol by human liver microsomes, produced by CYP3A. It has a role as a human xenobiotic metabolite. It is a hydroxy-cannabidiol, an olefinic compound, a member of resorcinols and a secondary alcohol.